9-[1-(7-chloroindolin-1-yl)ethyl]-2-morpholino-4-oxo-pyrido[1,2-a]pyrimidine-7-carboxylic acid ClC=1C=CC=C2CCN(C12)C(C)C1=CC(=CN2C1=NC(=CC2=O)N2CCOCC2)C(=O)O